C1(CC1)N1N=C2C(N(C(N(C2)C2CCN(CC2)C2=C(C=CC=C2C)F)=O)CC2=NC=CC=C2C(F)(F)F)=C1 2-cyclopropyl-6-[1-(2-fluoro-6-methyl-phenyl)-piperidin-4-yl]-4-(3-trifluoromethyl-pyridin-2-ylmethyl)-2,4,6,7-tetrahydro-pyrazolo[4,3-d]pyrimidin-5-one